S1(SC=CC=C1)N1C2=CC=CC=C2[Se]C=2C=CC=CC12 thia-thia10-phenyl-10H-phenoselenazine